COC1=CC=C2C(C(COC2=C1)C(C)(C)C1=CC=C(C#N)C=C1)=O 4-(2-(7-methoxy-4-oxochroman-3-yl)propan-2-yl)benzonitrile